Hexane-3-carboxylic acid ethyl ester hydrochloride Cl.C(C)OC(=O)C(CC)CCC